FC1=CC=CC2=C1C1=C(SC(=C1)COC)C1=C(C2=O)C=CC=C1 4-fluoro-2-(methoxymethyl)-8H-dibenzo[3,4:6,7]cyclohepta[1,2-b]thiophen-8-one